ClC=1C=CC(=C(C(=O)N[C@H](C(C(=O)NC2CC2)=O)C[C@H]2C(NCC2)=O)C1)NC(=O)[C@@H]1C(C1)(F)F 5-chloro-N-[(1S)-3-(cyclopropylamino)-2,3-dioxo-1-[[(3S)-2-oxopyrrolidin-3-yl]methyl]propyl]-2-[[(1R)-2,2-difluorocyclopropanecarbonyl]amino]benzamide